COC(C1=CC(=CC(=C1)OC[C@@H]1OCCC1)C=1SC(=CN1)C)=O 3-(5-methyl-1,3-thiazol-2-yl)-5-[(2R)-tetrahydro-furan-2-ylmethoxy]benzoic acid methyl ester